tert-butyl(((13Z,16Z)-3-(3-((4-methoxybenzyl)oxy)propyl)docosa-13,16-dien-1-yl)oxy)diphenylsilane C(C)(C)(C)[Si](C1=CC=CC=C1)(C1=CC=CC=C1)OCCC(CCCCCCCCC\C=C/C\C=C/CCCCC)CCCOCC1=CC=C(C=C1)OC